4-{6-amino-5-[1-(3-fluoro-2-trifluoromethyl-phenyl)-ethoxy]-pyridin-3-yl}-N-(2-morpholin-4-yl-ethyl)-benzamide NC1=C(C=C(C=N1)C1=CC=C(C(=O)NCCN2CCOCC2)C=C1)OC(C)C1=C(C(=CC=C1)F)C(F)(F)F